{4-methyl-2-oxabicyclo[2.1.1]hexan-1-yl}methanol CC12COC(C1)(C2)CO